ClC1=C(C(N(C2=NC(=CC=C12)C(F)(F)F)C=1C(=NC=CC1)C1CC1)=O)C(=O)OC methyl 4-chloro-1-(2-cyclopropylpyridin-3-yl)-2-oxo-7-(trifluoromethyl)-1,2-dihydro-1,8-naphthyridine-3-carboxylate